OC1=CC=C(C=C1)C(=O)C1=C(C(=C(C=C1)O)O)O (4-hydroxyphenyl)(2,3,4-trihydroxyphenyl)methanone